pentafluorophenyl 2-fluoropyridine-4-carboxylate FC1=NC=CC(=C1)C(=O)OC1=C(C(=C(C(=C1F)F)F)F)F